disodium fructose phosphate P(=O)([O-])([O-])O.OCC(=O)[C@@H](O)[C@H](O)[C@H](O)CO.[Na+].[Na+]